FC1(CN(C1)C(=O)O)COC 3-fluoro-3-(methoxymethyl)azetidine-1-carboxylic acid